COC=1C=C2CCN(CC2=CC1)C 6-methoxy-2-methyl-1,2,3,4-tetrahydroisoquinoline